magnesium alloyl-carbon C(C=C)(=O)[C].[Mg]